C12(CC3CC(CC(C1)C3)C2)CC(=O)OCCOCCC2=CC(=CC=C2)C2=NC=3N(C(=C2)N2CCN(CC2)CCO)N=C(C3C3=CC=CC=C3)C 2-(3-(7-(4-(2-Hydroxyethyl)piperazin-1-yl)-2-methyl-3-phenylpyrazolo[1,5-a]-pyrimidin-5-yl)phenethoxy)ethyl 2-(adamantan-1-yl)acetate